FC(OC1=C(C=CC(=C1)C(F)(F)F)C=1C=2N(C(=NN1)NC[C@@H]1OCCC1)C=CC2)F 1-[2-(difluoromethoxy)-4-(trifluoromethyl)phenyl]-N-{[(2R)-oxacyclopent-2-yl]methyl}pyrrolo[1,2-d][1,2,4]triazin-4-amine